(E)-4-((4-(dimethylamino)phenyl)amino)benzaldehyde oxime CN(C1=CC=C(C=C1)NC1=CC=C(/C=N/O)C=C1)C